S(=O)(=O)(OC=1C(=NC=C(C1)\C=C\C1=CC=C(C=C1)F)C(C)C)O (E)-5-(4-fluorostyryl)-2-isopropylpyridin-3-yl hydrogen sulfate